FC(C1=NC2=C(N1)C=CC=C2)(F)F 2-trifluoromethyl-1H-benzoimidazol